ClC1=CC2=C(CCO2)C=C1NC1=NC=C2N(C(N(C2=N1)C1CC2(C1)CC(C2)CO)=O)C ((6-chloro-2,3-dihydrobenzofuran-5-yl)amino)-9-(6-(hydroxymethyl)spiro[3.3]heptan-2-yl)-7-methyl-7,9-dihydro-8H-purin-8-one